CC1=C(C=CC=C1)\C(\C(=O)O)=N/OC (E)-2-(2'-methylphenyl)-methoxyiminoacetic acid